FC(C=1C=C(C=CC=O)C=CC1)(F)F M-trifluoromethyl-cinnamaldehyde